NC1=NC=CC(=C1)C=1C=C2C=CN(C(C2=CN1)=O)CC=1C=C(C(=O)NC)C=CC1 3-((6-(2-aminopyridin-4-yl)-1-oxo-2,7-naphthyridin-2(1H)-yl)methyl)-N-methylbenzamide